CC1=NC(=NC=C1)O[C@@H]1CN(CC1)C=1SC2=C(C(N1)=O)C=C(C=C2[N+](=O)[O-])C(F)(F)F (S)-2-(3-((4-methylpyrimidin-2-yl)oxy)pyrrolidin-1-yl)-8-nitro-6-(trifluoromethyl)-4H-benzo[e]-[1,3]thiazin-4-one